8-(3-chloro-2-fluorophenyl)-6-(3-fluoropyridin-2-yl)-2-(methanesulfonyl)-8-methyl-7,8-dihydropyrido[4,3-d]pyrimidin-5(6H)-one ClC=1C(=C(C=CC1)C1(CN(C(C2=C1N=C(N=C2)S(=O)(=O)C)=O)C2=NC=CC=C2F)C)F